(S)-6-(3-hydroxypyrrolidin-1-yl)-N-(2-methyl-6-(piperidin-1-yl)-2H-indazol-5-yl)picolinamide O[C@@H]1CN(CC1)C1=CC=CC(=N1)C(=O)NC1=CC2=CN(N=C2C=C1N1CCCCC1)C